7-(benzyloxy)-4-(4-bromophenyl)-3-(2,5-difluoro-4-methylphenyl)isochromane C(C1=CC=CC=C1)OC1=CC=C2C(C(OCC2=C1)C1=C(C=C(C(=C1)F)C)F)C1=CC=C(C=C1)Br